N-(4-{[6-(5-Chloro-2-Fluorophenyl)-3-Methylpyridazin-4-yl]Amino}Pyridin-2-yl)-3-(4-Methylpiperazin-1-yl)Cyclobutan-1-Carboxamid ClC=1C=CC(=C(C1)C1=CC(=C(N=N1)C)NC1=CC(=NC=C1)NC(=O)C1CC(C1)N1CCN(CC1)C)F